(1r,2s)-5'-methoxy-2-{3-[(4-methoxypyridazin-3-yl)amino]-1H-indazol-6-yl}spiro[cyclopropane-1,3'-indol]-2'(1'H)-one COC=1C=C2[C@]3(C(NC2=CC1)=O)[C@@H](C3)C3=CC=C1C(=NNC1=C3)NC=3N=NC=CC3OC